C1(CC1)(C1CC1)C1=NN=C2N1C1=C(NC2=O)CCOC1 [1,1'-bi(cyclopropan)]-1-yl-5,6,7,9-tetrahydro-4H-pyrano[4,3-e][1,2,4]triazolo[4,3-a]pyrazin-4-one